CC(C)(C)P(C1=CC=NN1C=1C(=NN(C1C1=CC=CC=C1)C1=CC=CC=C1)C1=CC=CC=C1)C(C)(C)C 5-[bis(1,1-dimethylethyl)phosphino]-1',3',5'-triphenyl-1,4'-bi-1H-pyrazole